tert-butyl {(8R,8aS)-2-[3-(2-fluorophenoxy)-6-nitro-2-(trifluoromethyl)phenyl]octahydropyrrolo[1,2-a]pyrazin-8-yl}(methyl)carbamate FC1=C(OC=2C(=C(C(=CC2)[N+](=O)[O-])N2C[C@@H]3N(CC2)CC[C@H]3N(C(OC(C)(C)C)=O)C)C(F)(F)F)C=CC=C1